C(C1CO1)OCCC[Si](OC1=CC=CC=C1)(C)C γ-glycidoxypropyldimethylphenoxysilane